OC(CCCNC=1SC=C(N1)C(=O)OC)CO methyl 2-(4,5-dihydroxypentylamino)thiazole-4-carboxylate